3-(2-(3-(1-(4-methyl-4H-1,2,4-triazol-3-ylthio)ethyl)phenyl)-2H-1,2,3-triazol-4-yl)benzonitrile CN1C(=NN=C1)SC(C)C=1C=C(C=CC1)N1N=CC(=N1)C=1C=C(C#N)C=CC1